3-[3-acetyl-6-[5-[(6-methylpyridazin-3-yl)amino]benzimidazol-1-yl]-2-pyridyl]-6,7-dihydro-5H-pyrazolo[1,5-a]pyrazin-4-one C(C)(=O)C=1C(=NC(=CC1)N1C=NC2=C1C=CC(=C2)NC=2N=NC(=CC2)C)C=2C=NN1C2C(NCC1)=O